1-cyclopropyl-5-fluoro-3-((3-(piperazin-1-yl)phenyl)sulfonyl)-1H-indole C1(CC1)N1C=C(C2=CC(=CC=C12)F)S(=O)(=O)C1=CC(=CC=C1)N1CCNCC1